D-2-amino-3-methyl-3-((2-acetamidoethyl)dithio)butanoic acid NC(C(=O)O)C(C)(SSCCNC(C)=O)C